methyl 5-((4,6-difluoro-5-iodo-1-((2-(trimethylsilyl)ethoxy)methyl)-1H-benzo[d]imidazol-2-yl)oxy)-2-methylbenzoate FC1=C(C(=CC=2N(C(=NC21)OC=2C=CC(=C(C(=O)OC)C2)C)COCC[Si](C)(C)C)F)I